C1(C2C(CC1)O2)OCCOC2C1C(CC2)O1 ethylene glycol bis(2,3-epoxycyclopentyl) ether